3-phenylpropyl-methyldimethoxysilane C1(=CC=CC=C1)CCC[Si](OC)(OC)C